(R)-N-(2-(4-acetyl-piperazin-1-yl)-4-methoxy-5-((6-(3-(3-phenoxyphenyl)isoxazolidin-2-yl)pyrimidin-4-yl)-amino)phenyl)-acrylamide C(C)(=O)N1CCN(CC1)C1=C(C=C(C(=C1)OC)NC1=NC=NC(=C1)N1OCC[C@@H]1C1=CC(=CC=C1)OC1=CC=CC=C1)NC(C=C)=O